N-(4-((2S,4R)-4-amino-2-(hydroxymethyl)pyrrolidin-1-yl)-2-(2-cyanophenyl)-1-cyclopropyl-1H-benzo[d]imidazol-5-yl)-2-(2,6-difluorophenyl)pyrimidine-4-carboxamide N[C@@H]1C[C@H](N(C1)C1=C(C=CC=2N(C(=NC21)C2=C(C=CC=C2)C#N)C2CC2)NC(=O)C2=NC(=NC=C2)C2=C(C=CC=C2F)F)CO